OCC1=CC(=C(C=C1)O)OC 4-(hydroxymethyl)-2-methoxyphenol